4-methoxyl-benzoyl-butanediamine O(C)C1=CC=C(C(=O)C(CCC)(N)N)C=C1